[(methoxymethane-thioyl)amino]amine COC(=S)NN